C(C)(=O)C=1C=C(C=C2C(N(C(=NC12)C1=CC=CC=2C=COC21)C)=O)C 8-acetyl-2-(benzofuran-7-yl)-3,6-dimethylquinazolin-4(3H)-one